{p-[(1-{(S)-2-[(S)-4-Acetyl-3-isobutyl-2-oxo-1-piperazinyl]-4-methyl-valeryl}-4-piperidyl)methoxy]phenyl}acetic acid C(C)(=O)N1[C@H](C(N(CC1)[C@H](C(=O)N1CCC(CC1)COC1=CC=C(C=C1)CC(=O)O)CC(C)C)=O)CC(C)C